[Si](C1=CC=CC=C1)(C1=CC=CC=C1)(C(C)(C)C)OCCC#CCCO 6-[tert-butyl(diphenyl)silyl]oxyhex-3-yn-1-ol